ClC1=CC=C(C=C1)C=1N=C2N(C=CC=N2)C1CN1CC2CCC(C1)N2C(=O)C=2N=C(SC2)C(C)C (3-{[2-(4-chlorophenyl)imidazo[1,2-a]pyrimidin-3-yl]methyl}-3,8-diazabicyclo[3.2.1]oct-8-yl)(2-isopropyl-1,3-thiazol-4-yl)methanone